ClC1=C(C=CC=C1N1N=C2CN(CCC2=C1)C(C)C)C1=C(C(=CC=C1)C=1OC2=C(N1)C=C(C=C2C#N)CN2CC(C2)C(=O)O)C 1-((2-(2'-chloro-3'-(6-isopropyl-4,5,6,7-tetrahydro-2H-pyrazolo[3,4-c]pyridin-2-yl)-2-methylbiphenyl-3-yl)-7-cyanobenzo[d]oxazol-5-yl)methyl)azetidine-3-carboxylic acid